L-(+)-lactate C([C@@H](O)C)(=O)[O-]